COC=1C(=C(C=CC1)[C@H]1N(CCC1)C(CC=1C(=NC(=CC1)C(F)(F)F)C)=O)C 1-[(2S)-2-(3-Methoxy-2-methyl-phenyl)pyrrolidin-1-yl]-2-[2-methyl-6-(trifluoromethyl)-3-pyridyl]ethanone